tert-butyl 4-(3-(6-morpholino-1H-benzo[d]imidazol-2-yl)-1H-indazole-5-carbonyl)-1,4-diazepane-1-carboxylate O1CCN(CC1)C=1C=CC2=C(NC(=N2)C2=NNC3=CC=C(C=C23)C(=O)N2CCN(CCC2)C(=O)OC(C)(C)C)C1